N1=CN=C(C2=C1NC=C2)C=2C=CC(=NC2)N2CC1N(C(C2)C1)CC1=CC(=C(C=C1)O)C 4-((3-(5-(7H-pyrrolo[2,3-d]pyrimidin-4-yl)pyridin-2-yl)-3,6-diazabicyclo[3.1.1]heptan-6-yl)methyl)-2-methylphenol